BrC=1C=CC(=NC1)C(C(F)(F)F)NC(CC(F)(F)F)=O N-(1-(5-bromopyridin-2-yl)-2,2,2-trifluoroethyl)-3,3,3-trifluoropropanamide